1-(thiophen-2-ylsulfonyl)pyrrolidine S1C(=CC=C1)S(=O)(=O)N1CCCC1